F[B-](F)(F)F.C1(CCCCC1)[PH+](C1=CC(=CC(=C1)F)F)C1CCCCC1 Dicyclohexyl-(3,5-difluorophenyl)phosphonium tetrafluoroborate